ClC1=C2C=CC=NC2=C(C=C1)OC(C(=O)OC)C(=O)OCC methyl ethyl (5-chloro-8-quinolinoxy)-malonate